FC=1C=C2C(=NC1)NC=C2C(=O)N=[N+]=[N-] 5-fluoro-1H-pyrrolo[2,3-b]pyridin-3-carbonyl azide